OC=1C(=C(C=CC1)S(=O)(=O)O)C Hydroxy(methyl)benzenesulfonic acid